NCCCOC=1C=CC(=C(CNC([C@H](CCC2=CC=CC=C2)NC([C@H](CCCCC(=O)O)NC(=O)OCC2=CC=CC=C2)=O)=O)C1)C (S)-7-(((S)-1-((5-(3-aminopropoxy)-2-methylbenzyl)amino)-1-oxo-4-phenylbutan-2-yl)amino)-6-(((benzyloxy)carbonyl)amino)-7-oxoheptanoic acid